BrC=1C(=NC(=CC1)C#CC(C)(S(=O)(=O)C)C)[C@H](CC1=CC(=CC(=C1)F)F)NC(OC(C)(C)C)=O tert-Butyl (S)-(1-(3-bromo-6-(3-methyl-3-(methylsulfonyl)but-1-yn-1-yl)pyridin-2-yl)-2-(3,5-difluorophenyl)ethyl)carbamate